CN(C(OC[C@@H]1CC[C@]2(CCCN12)COC=1N=C(C2=C(N1)C(=C(N=C2)Cl)F)N2C[C@](CCC2)(C)O)=O)C ((3S,7aR)-7a-(((7-chloro-8-fluoro-4-((R)-3-hydroxy-3-methylpiperidin-1-yl)pyrido[4,3-d]pyrimidin-2-yl)oxy)methyl)hexahydro-1H-pyrrolizin-3-yl)methyl dimethylcarbamate